N1N(CC2=CC=CC=C12)CNC(=S)NC1=CC=C(C=C1)C(C)(C)C 1-((1H-indazol-2-yl)methyl)-3-(4-tert-butylphenyl)thiourea